6-(6-(5-((2,4-difluorophenyl)sulfonamido)-6-methoxypyridin-3-yl)quinazolin-4-yl)-2,6-diazaspiro[3.4]octane FC1=C(C=CC(=C1)F)S(=O)(=O)NC=1C=C(C=NC1OC)C=1C=C2C(=NC=NC2=CC1)N1CC2(CNC2)CC1